[Cl-].ClC1=C(C=CC=C1)[C@@]1(C(CCCC1)=O)N(C(CCC[NH3+])=O)C (S)-4-((1-(2-chlorophenyl)-2-oxocyclohexyl)(methyl)amino)-4-oxobutan-1-aminium chloride